C(=O)(O)C=1C=C(C=C(C1)C(=O)O)S(=O)(=O)[O-].[NH4+] ammonium 3,5-dicarboxybenzenesulfonate